(R)-3-(((R)-2-amino-3-(benzyloxy)-3-oxopropyl)thio)propane-1,2-diyl dipalmitate C(CCCCCCCCCCCCCCC)(=O)OC[C@H](CSC[C@@H](C(=O)OCC1=CC=CC=C1)N)OC(CCCCCCCCCCCCCCC)=O